[O-2].[Zr+4].[Cu+2].[O-2].[O-2] copper-zirconium oxide